6-(2-(2-Fluoro-3-methoxyphenyl)-5,6-dihydro-4H-pyrrolo[1,2-b]pyrazol-3-yl)-[1,2,4]triazolo[1,5-a]pyridine FC1=C(C=CC=C1OC)C=1C(=C2N(N1)CCC2)C=2C=CC=1N(C2)N=CN1